(1-(2-Fluoroethyl)-1H-pyrazolo[4,3-b]pyridin-6-yl)methanol FCCN1N=CC2=NC=C(C=C21)CO